NC(CC1=NC2=C(N1)C=C(C=C2C(=O)NCC2=C(C=CC=C2)C(F)(F)F)NC(=O)C2=C(C=CC=C2)C(F)(F)F)=O 2-(2-Amino-2-oxoethyl)-N-[2-(trifluoromethyl)benzyl]-6-({[2-(trifluoromethyl)phenyl]carbonyl}amino)-1H-benzoimidazole-4-carboxamide